ClC1=C(C(=O)NC2=CC(=NN2C2=CC=CC=C2)C(=O)NCCC2=CC=C(C=C2)CCC(=O)N2CCC(CC2)C2=CC=C(C=C2)NC2C(NC(CC2)=O)=O)C=C(C(=C1)Cl)C1=NC=CC=C1 5-[[2,4-dichloro-5-(2-pyridyl)benzoyl]amino]-N-[2-[4-[3-[4-[4-[(2,6-dioxo-3-piperidyl)amino]phenyl]-1-piperidyl]-3-oxo-propyl]phenyl]ethyl]-1-phenyl-pyrazole-3-carboxamide